(1S,5S)-2-(tert-butoxycarbonyl)-2,6-diazabicyclo[3.2.0]Heptane-4-carboxylic acid C(C)(C)(C)OC(=O)N1[C@H]2CN[C@H]2C(C1)C(=O)O